C1(=CC(=CC=C1)N1NN(NC1=O)C=1C=C(C=CC1)C)C 1,3-di-m-tolyl-tetrazolone